BrC=1C=C2COC(C2=C(C1)C)(C)C 5-bromo-1,1,7-trimethyl-1,3-dihydroisobenzofuran